N-{3-[cis-2,4-dimethylpiperidine-1-carbonyl]-4,5,6,7-tetrahydro-1-benzothiophen-2-yl}pyridine-3-carboxamide C[C@@H]1N(CC[C@@H](C1)C)C(=O)C1=C(SC2=C1CCCC2)NC(=O)C=2C=NC=CC2